C1(=CC=CC=C1)C=1N=C2N(C=C(C=C2C2=CC=CC=C2)C2=C(C=CC=C2)O)C1 2-(2,8-diphenylimidazo[1,2-a]pyridin-6-yl)phenol